NCC=1C(=C(C=O)C=CC1)OC1CC1 3-(AMINOMETHYL)-2-CYCLOPROPOXYBENZALDEHYDE